FC=1C(=CC(=NC1)OC)C1=CC(=NN1)C(=O)C1CC12NCCC(C2)C(=O)O [5-(5-fluoro-2-methoxypyridin-4-yl)-1H-pyrazole-3-carbonyl]-4-azaspiro[2.5]octane-7-carboxylic acid